O=C1NC=C(C(N1)=O)C=1C=C(C=2N(N1)C=CN2)N2C[C@@H](C(C2)(F)F)OC2=CC(=C(C#N)C=C2)OC(F)(F)F (S)-4-((1-(6-(2,4-dioxo-1,2,3,4-tetrahydropyrimidin-5-yl)imidazo[1,2-b]pyridazin-8-yl)-4,4-difluoropyrrolidin-3-yl)oxy)-2-(trifluoromethoxy)benzonitrile